3-thiazol-2-ylmethyl-urea S1C(=NC=C1)CNC(N)=O